ClC1=C(CNC(C(C(=O)N[C@@H](CC2=CC=C(C=C2)C)OB(O)O)C)=O)C=CC(=C1)Cl ((1R)-1-(3-((2,4-dichlorobenzyl)amino)-2-methyl-3-oxopropionamido)-2-(p-tolyl)ethyl)boric acid